4-{5-[(2S)-2-(pyrrolidin-1-ylmethyl)pyrrolidin-1-yl]-[1,2,4]triazolo[1,5-a]pyrimidin-7-yl}benzonitrile N1(CCCC1)C[C@H]1N(CCC1)C1=NC=2N(C(=C1)C1=CC=C(C#N)C=C1)N=CN2